BrC1=C(C=C(C(=C1)F)N1C(N(C(=CC1=O)C(F)(F)F)C)=O)C1=NOC2(C1CCC2)C(=O)OC methyl 3-{2-bromo-4-fluoro-5-[3-methyl-2,6-dioxo-4-(trifluoromethyl)-3,6-dihydropyrimidin-1(2H)-yl]phenyl}-3a,4,5,6-tetrahydro-6aH-cyclopenta[d][1,2]oxazole-6a-carboxylate